6-(3-cyclopropyl-1H-pyrazol-5-yl)-N-(6-methoxy-1-methyl-1H-pyrazolo[4,3-c]pyridin-7-yl)pyridine-3-sulfonamide C1(CC1)C1=NNC(=C1)C1=CC=C(C=N1)S(=O)(=O)NC=1C2=C(C=NC1OC)C=NN2C